C1(=CC=C(C=C1)C1=NC(=NC(=N1)C1=CC=CC=C1)C1=C(C=CC=C1)C=1C=CC=2C3(C4=CC=CC=C4C2C1)CCCC3)C3=CC=CC=C3 2-([1,1'-biphenyl]-4-yl)-4-phenyl-6-(2-(spiro[cyclopentane-1,9'-fluoren]-3'-yl)phenyl)-1,3,5-triazine